C(C)(C)(C)OC(N[C@@H]1[C@H](CCC[C@H]1OC)CO)=O |o1:7,8,12| ((1R,2S,6R)-rel-2-(hydroxymethyl)-6-methoxycyclohexyl)carbamic acid tert-butyl ester